OCCCNCC(CCC(C)C)NC(OCC1=CC=CC=C1)=O benzyl (1-((3-hydroxypropyl)amino)-5-methylhexan-2-yl)carbamate